3-cyclopropylpropionic acid C1(CC1)CCC(=O)O